(3R)-3-(3,4-dichlorophenyl)-3-[1-(trifluoromethyl)cyclopropyl]propanoic acid ClC=1C=C(C=CC1Cl)[C@@H](CC(=O)O)C1(CC1)C(F)(F)F